N1=CN=CC2=CC=C(C=C12)C(=O)N quinazoline-7-carboxamide